FC=1C=C(C=CC1N1CCN(CC1)C1CCNCC1)NN1C(CCCC1=O)=O ((3-fluoro-4-(4-(piperidin-4-yl)piperazin-1-yl)phenyl)amino)piperidine-2,6-dione